tetraisopropyl-1,3-propanediamine C(C)(C)C(CC(N)(C(C)C)C(C)C)(N)C(C)C